2-(5-fluoro-3-pyridinyl)-N-[2-(1H-indol-3-yl)ethyl]-6-(1-piperidinyl)pyrimidin-4-amine FC=1C=C(C=NC1)C1=NC(=CC(=N1)NCCC1=CNC2=CC=CC=C12)N1CCCCC1